3-(4-fluorophenyl)-1-isopropyl-N-(3-methoxy-4-((2-(1-methyl-1H-pyrazol-4-yl)pyridin-4-yl)oxy)phenyl)-2,4-dioxo-1,2,3,4-tetrahydropyrimidin-5-carboxamide FC1=CC=C(C=C1)N1C(N(C=C(C1=O)C(=O)NC1=CC(=C(C=C1)OC1=CC(=NC=C1)C=1C=NN(C1)C)OC)C(C)C)=O